(propane-1,3-diylbis(6-methoxybenzo[d]thiazole-5,2-diyl))bis(4-oxobutanoic acid) C(CCC=1C(=CC2=C(N=C(S2)C(C(=O)O)CC=O)C1)OC)C=1C(=CC2=C(N=C(S2)C(C(=O)O)CC=O)C1)OC